C(CC)(=O)OCC(C#N)C1=CC(=CC=C1)OC1=CC=CC=C1 2-(3-phenoxyphenyl)-2-cyano-ethyl propionate